2-chloro-4H-1,4-benzothiazin-3-one ClC1SC2=C(NC1=O)C=CC=C2